7-chlorophenanthridin-6(5H)-one ClC1=C2C(NC=3C=CC=CC3C2=CC=C1)=O